4-hydroxy-2,2,6,6-tetramethyl-piperidinyloxynitrogen OC1CC(N(C(C1)(C)C)O[N])(C)C